2-((6-hydroxy-5'-methyl-4-pentyl-1',2',3',4'-tetrahydro-[1,1'-biphenyl]-2-yl)oxy)-4-(pyridin-4-yl)-1,3,2-dioxaphosphinane 2-oxide OC1=CC(=CC(=C1C1CCCC(=C1)C)OP1(OCCC(O1)C1=CC=NC=C1)=O)CCCCC